N-(3-((2,3-dihydro-1H-inden-2-yl)amino)-2-hydroxypropyl)-6-(tetrahydro-2H-pyran-4-yl)imidazo[1,2-a]pyridine-2-carboxamide C1C(CC2=CC=CC=C12)NCC(CNC(=O)C=1N=C2N(C=C(C=C2)C2CCOCC2)C1)O